C(C)(C)(C)OC(=O)N1CCC(CC1)NC1=CC(=NC(=N1)C1=CC=CC=C1)C(=O)OC methyl 6-((1-(tert-butoxycarbonyl) piperidin-4-yl) amino)-2-phenylpyrimidine-4-carboxylate